OCCS(=O)(=O)C1=C(C=CC=C1)C1=NNC=N1 3-[2-(2-hydroxyethylsulfonyl)phenyl]-[1,2,4]triazole